2-(5-ethyl-6-(4-(3-hydroxypyridinyl)piperazin-1-yl)-2-(1-methyl-1H-pyrazol-4-yl)-7-oxo-[1,2,4]triazolo[1,5-a]pyrimidin-4(7H)-yl)-N-(2-methyl-4-(trifluoromethyl)phenyl)acetamide C(C)C=1N(C=2N(C(C1N1CCN(CC1)C1=NC=CC=C1O)=O)N=C(N2)C=2C=NN(C2)C)CC(=O)NC2=C(C=C(C=C2)C(F)(F)F)C